methyl 2-((4-(4-((4-chloro-2-fluorobenzyl) oxy)-5-fluoropyrimidin-2-yl) cyclohex-3-en-1-yl) methyl)-3-((1-cyanocyclopropyl) methyl)-3H-imidazo[4,5-b]pyridine-5-carboxylate ClC1=CC(=C(COC2=NC(=NC=C2F)C2=CCC(CC2)CC2=NC=3C(=NC(=CC3)C(=O)OC)N2CC2(CC2)C#N)C=C1)F